OC1=C(C=CC=C1)N1CCN(CC1)C(=O)C1=NN(C(C2=CC=CC=C12)=O)CC(C)C 4-[[4-(2-hydroxyphenyl)-1-piperazinyl]carbonyl]-2-(2-methylpropyl)-1(2H)-phthalazinone